piperidine-3-carboxylic acid (1-methyl-1-pyridin-2-yl-ethyl)-amide CC(C)(C1=NC=CC=C1)NC(=O)C1CNCCC1